C1=C(C=CC2=CC=CC=C12)SC1CC2CC(C1C2)C(=O)O 6-(2-naphthylthio)bicyclo[2.2.1]heptane-2-carboxylic acid